(E)-2-(5-((4-methoxy-2-(trifluoromethyl)quinolin-6-yl)methoxy)-2-((4-(trifluoromethyl)benzyl)oxy)-benzylidene)-hexanoic acid COC1=CC(=NC2=CC=C(C=C12)COC=1C=CC(=C(\C=C(\C(=O)O)/CCCC)C1)OCC1=CC=C(C=C1)C(F)(F)F)C(F)(F)F